3-(3,4-diaminobenzyl)-5-(trifluoromethyl)pyrrolidin-2-one NC=1C=C(CC2C(NC(C2)C(F)(F)F)=O)C=CC1N